C(=O)(O)CN1CCN(CCN(CCN(CC1)CC(=O)O)CC(=O)O)C(C(=O)O)CC 2-[4,7,10-tris(carboxymethyl)-1,4,7,10-tetraaza-1-cyclododecyl]butanoic acid